ethyl 5-hydroxy-2-(4-methoxyphenyl)-4-(piperidin-1-ylmethyl)-1H-indole-3-carboxylate OC=1C(=C2C(=C(NC2=CC1)C1=CC=C(C=C1)OC)C(=O)OCC)CN1CCCCC1